C[C@H]1CC(C2=C(C=CC(=C12)NC(=O)C3=CN(N=C3C(F)F)C)F)(C)C The molecule is a 3-(difluoromethyl)-N-(7-fluoro-1,1,3-trimethyl-2,3-dihydro-1H-inden-4-yl)-1-methyl-1H-pyrazole-4-carboxamide that has S configuration. The fungicide fluindapyr is a racemate comprising equimolar amounts of (R)-fluindapyr and (S)-fluindapyr. It is an enantiomer of a (R)-fluindapyr.